FC1=CC=C(C=C1)C1(C2=C(N=C(O1)C1=CC=CC=C1)C=CC=C2)COC 4-(4-fluorophenyl)-4-(methoxymethyl)-2-phenyl-4H-benzo[d][1,3]oxazine